ClC=1C=CC2=C(C(C[C@@H](O2)C(=O)NC23CC(C2)(C3)NC(COC3=CC(=C(C=C3)F)F)=O)=O)C1 (2R)-6-chloro-N-{3-[2-(3,4-difluorophenoxy)acetamido]bicyclo[1.1.1]pent-1-yl}-4-oxo-3,4-dihydro-2H-1-benzopyran-2-carboxamide